2-(6-{5-chloro-2-[(oxacyclohex-4-yl)amino]pyrimidin-4-yl}-4-fluoro-1-oxo-2,3-dihydro-1H-isoindol-2-yl)acetic acid ClC=1C(=NC(=NC1)NC1CCOCC1)C1=CC(=C2CN(C(C2=C1)=O)CC(=O)O)F